C(C=C)(=O)N[C@@H]1[C@@H](COC1)NC1=CC2=C(N=C(N=C2NC(=O)C2OCCC2)C2=C(C(=CC(=C2Cl)OC)OC)Cl)C=N1 N-(6-(((3S,4R)-4-acrylamidotetrahydro-furan-3-yl)amino)-2-(2,6-dichloro-3,5-dimethoxyphenyl)pyrido[3,4-d]pyrimidin-4-yl)tetrahydrofuran-2-carboxamide